BrC1=CC=C(OCC(C)(O)C)C=C1 1-(4-Bromophenoxy)-2-methylpropan-2-ol